[18F]-Fluorobenzaldehyde [18F]C1=C(C=O)C=CC=C1